C(C=C)O 2-propene-1-ol